NC([C@H](CO)NC(=O)C1=C(OC2=C1C=C(C=C2)OCC=2C(=NN(C2)C)C(F)(F)F)C)=O (S)-N-(1-amino-3-hydroxy-1-oxopropan-2-yl)-2-methyl-5-((1-methyl-3-(trifluoromethyl)-1H-pyrazol-4-yl)methoxy)benzofuran-3-carboxamide